1-(4-Chloro-5-((1-methyl-2-oxo-1,2,3,4-tetrahydroquinolin-6-yl)amino)-2-nitrophenyl)piperidine-4-carbaldehyde ClC1=CC(=C(C=C1NC=1C=C2CCC(N(C2=CC1)C)=O)N1CCC(CC1)C=O)[N+](=O)[O-]